tert-butyl (R)-4-((S)-5-fluoro-2'-(methylthio)-3,4,5',8'-tetrahydro-1H,6'H-spiro[naphthalene-2,7'-quinazolin]-4'-yl)-2-(methoxymethyl)piperazine-1-carboxylate FC1=C2CC[C@@]3(CCC=4C(=NC(=NC4C3)SC)N3C[C@@H](N(CC3)C(=O)OC(C)(C)C)COC)CC2=CC=C1